Methyl 3-(tert-butyl)-5-(3-chlorophenoxy)-1-(difluoromethyl)-1H-pyrazole-4-carboxylate C(C)(C)(C)C1=NN(C(=C1C(=O)OC)OC1=CC(=CC=C1)Cl)C(F)F